4-[(3R)-3-methylmorpholin-4-yl]-6-[2-[3-(trifluoromethoxy)phenyl]pyrrolidin-1-yl]-1H-pyridin-2-one C[C@H]1N(CCOC1)C1=CC(NC(=C1)N1C(CCC1)C1=CC(=CC=C1)OC(F)(F)F)=O